BrC=1N=C2N(N1)[C@@H](C[C@H]2OC(C(C)(C)C)=O)C2=CC(=C(C=C2)F)F [(5S,7R)-2-bromo-5-(3,4-difluorophenyl)-6,7-dihydro-5H-pyrrolo[1,2-b][1,2,4]triazol-7-yl]2,2-dimethylpropanoate